BrC=1C=CC=C2C(CCNC12)=O 8-bromo-1,2,3,4-tetrahydroquinolin-4-one